C(C)(C)(C)OC(=O)N1CC2=C(CC1)N=C(S2)C=2C(=C(C=CC2)C2=C(C(=CC=C2)OCCCN2CCC1(CCC1O)CC2)C)C 2-(3'-(3-(1-hydroxy-7-azaspiro[3.5]non-7-yl)propoxy)-2,2'-dimethyl-[1,1'-biphenyl]-3-yl)-6,7-dihydrothiazolo[5,4-c]pyridine-5(4H)-carboxylic acid tert-butyl ester